BrC1=CC=2C[C@H]3OCCN([C@H]3C2C=C1)C=O ((4aS,9aR)-7-bromo-2,3,9,9a-tetrahydroindeno[2,1-b][1,4]oxazin-4(4aH)-yl)methanone